ClC=1C=C2C=C(NC2=CC1OCC=1C=NSC1)CNC(=O)C1(CC1)C N-((5-chloro-6-(isothiazol-4-ylmethoxy)-1H-indol-2-yl)methyl)-1-methylcyclopropane-1-carboxamide